OC[C@@H]1N(C(O[C@@H]1C1=CC(=CC(=C1)C(F)(F)F)OC)=O)C(=O)NCC1=C2N=CC=NC2=CC=C1 (4S,5R)-4-(hydroxymethyl)-5-[3-methoxy-5-(trifluoromethyl)phenyl]-2-oxo-N-(quinoxalin-5-ylmethyl)-1,3-oxazolidine-3-carboxamide